1,2-Di-oleoyl-sn-glycero-3-phosphorylcholine C(CCCCCCC\C=C/CCCCCCCC)(=O)OC[C@@H](OC(CCCCCCC\C=C/CCCCCCCC)=O)COP(=O)(O)OCC[N+](C)(C)C